N1=C(C=CC=C1)CN1CCN(C2=CC=CC=C12)C(=O)NC[C@@H]1NCCC1 (R)-4-(pyridin-2-ylmethyl)-N-(pyrrolidin-2-ylmethyl)-3,4-dihydroquinoxaline-1(2H)-carboxamide